1-[7-(8-chloranyl-1-naphthyl)-6,8-dihydro-5H-pyrido[3,4-d]pyrimidin-4-yl]-N-[2,3,4,5-tetrakis(fluoranyl)-6-methylsulfanyl-phenyl]azetidin-3-amine ClC=1C=CC=C2C=CC=C(C12)N1CC=2N=CN=C(C2CC1)N1CC(C1)NC1=C(C(=C(C(=C1SC)F)F)F)F